COC=1C=C(C=C(C1)OC)C1=CC2=C(N=C(N=C2)NC)NC1=O 6-(3,5-Dimethoxyphenyl)-2-(methylamino)pyrido[2,3-d]pyrimidin-7(8H)-one